C(C1=CC=CC=C1)O[C@H]1C[C@H](NC1)C(=O)N(C)C1=CC(=C(C=C1)F)Cl (2S,4S)-4-benzyloxy-N-(3-chloro-4-fluoro-phenyl)-N-methyl-pyrrolidine-2-carboxamide